ClCC1=CC=CC2=C(C=CC=C12)CCl 1,5-dichloromethylnaphthalene